N=1C=CN2C1C=CC(=C2)C=2C=CN1N=C(N=CC12)NC1CN(C1)C 5-(imidazo[1,2-a]pyridin-6-yl)-N-(1-methylazetidin-3-yl)pyrrolo[2,1-f][1,2,4]triazin-2-amine